OC1=C(C=C(C=2OC3=CC(=CC(=C3C(C2OC)=O)OC)OC)C=C1OC)OC 4'-Hydroxy-3,5,7,3',5'-pentamethoxyl-flavone